N1(CCCC1)C1CNCC1 1,3-bipyrrolidinyl